BrC1=NNC(=N1)C(CCCCO)OC1=CC=C(C=C1)F 5-(3-bromo-1H-1,2,4-triazol-5-yl)-5-(4-fluorophenoxy)pentan-1-ol